C1(=CC=CC=C1)C(=NC1=CC(=C(C(=C1)[N+](=O)[O-])C)F)C1=CC=CC=C1 N-(diphenylmethylene)-3-fluoro-4-methyl-5-nitroaniline